(Z)-3-(4-bromo-1-methyl-1H-pyrazol-5-yl)-2-(3-methoxy-4-methylphenyl)acrylonitrile BrC=1C=NN(C1\C=C(/C#N)\C1=CC(=C(C=C1)C)OC)C